C(C1=CC=CC=C1)N[P@](OC1C2=CC=CC=C2C=2C=CC=CC12)(=O)C1=CC=C(C=C1)Br 9H-Fluoren-9-yl (S)-N-benzyl-P-(4-bromophenyl)phosphonamidate